1-Ethyl 2-(2-methylpyridin-4-yl)oxazole-4-carboxylate CC1=NC=CC(=C1)C=1OC=C(N1)C(=O)OCC